2-fluoro-3-(prop-1-yn-1-yl)pyridine FC1=NC=CC=C1C#CC